N1NC(=S)NC1=O thiourazole